N-(5-FORMYL-2-METHYLPHENYL)ACETAMIDE C(=O)C=1C=CC(=C(C1)NC(C)=O)C